C(C1=CC=CC=C1)C1=NN=C(O1)C(=O)N[C@@H]1C(N(C2=C(OC1)C=CC(=C2)N2CC1(C2)CCOCC1)C)=O (S)-5-benzyl-N-(5-methyl-4-oxo-7-(7-oxa-2-azaspiro[3.5]non-2-yl)-2,3,4,5-tetrahydrobenzo[b][1,4]oxazepin-3-yl)-1,3,4-oxadiazole-2-carboxamide